NC([C@H](CCC(=O)OC(C)(C)C)N1C(C2=CC=CC(=C2C1)O[Si](C)(C)C(C)(C)C)=O)=O tert-Butyl (4S)-5-amino-4-[4-[tert-butyl(dimethyl)silyl]oxy-1-oxo-isoindolin-2-yl]-5-oxo-pentanoate